2-cyclopropyl-5-(4,6-dichloro-5-hydroxypicolinamido)-N-(2-(trifluoromethyl)benzyl)thiazole-4-carboxamide C1(CC1)C=1SC(=C(N1)C(=O)NCC1=C(C=CC=C1)C(F)(F)F)NC(C1=NC(=C(C(=C1)Cl)O)Cl)=O